Cl.FC1=C(N(C2=C(C=CC=C2)F)C(CC2(CCNCC2)C(=O)O)=O)C=CC=C1 4-[2-(2-Fluoro-N-(2-fluorophenyl)anilino)-2-oxo-ethyl]piperidine-4-carboxylic acid, hydrochloride